O[C@@H]1C(=C(C(C1)=O)[C@@H]1[C@H](C(C(O1)=O)=C)CCC(C)=O)C (4S,5S)-5-[(3S)-3-hydroxy-2-methyl-5-oxocyclopent-1-en-1-yl]-3-methylidene-4-(3-oxobutyl)dihydrofuran-2(3H)-one